FC(C(=O)O)(F)F.NC=1NC(=NN1)N1CCC(CC1)N1C[C@@H](OC[C@@H]1CC1=CC=C(C=C1)Cl)C(=O)N1CCC(CC1)(F)F ((2R,5S)-4-(1-(5-amino-4H-1,2,4-triazol-3-yl)piperidin-4-yl)-5-(4-chlorobenzyl)-morpholin-2-yl)(4,4-difluoropiperidin-1-yl)methanone 2,2,2-trifluoroacetate